C1(CC1)C(=O)N1CCC2(CC1)CC(C(C(C2)=O)C2=C(C=C(C=C2C)C2=CC=C(C=N2)C#N)CC)=O 6-[4-[3-(cyclopropanecarbonyl)-8,10-dioxo-3-azaspiro[5.5]undecan-9-yl]-3-ethyl-5-methyl-phenyl]pyridine-3-carbonitrile